ClC1=C(C(=CC=C1)OC)NC=1C=C2C(=NC1C)N(N=C2)C=2C=C(SC2)C(=O)NC 4-(5-((2-chloro-6-methoxyphenyl)amino)-6-methyl-1H-pyrazolo[3,4-b]pyridin-1-yl)-N-methylthiophene-2-carboxamide